3-(3-chloro-4-fluorophenyl)-1-ethyl-1-(1-(1-oxo-1,2-dihydroisoquinolin-4-yl)ethyl)urea ClC=1C=C(C=CC1F)NC(N(C(C)C1=CNC(C2=CC=CC=C12)=O)CC)=O